O=S1(CC2(C1)CCN(CC2)C2=C(C=C(C=C2F)N2C(O[C@H](C2)CNC(OC)=O)=O)F)=O (S)-methyl ((3-(4-(2,2-dioxido-2-thia-7-azaspiro[3.5]nonan-7-yl)-3,5-difluorophenyl)-2-oxooxazolidin-5-yl)methyl)carbamate